(R)-5-((R)-1,2-dihydroxypropan-2-yl)-3-fluoro-N'-((1',5',6',7'-tetrahydro-2'H-spiro[cyclopropane-1,3'-dicyclopenta[b,e]pyridin]-8'-yl)carbamoyl)thiophene-2-sulfonimidamide OC[C@@](C)(O)C1=CC(=C(S1)[S@@](=O)(N)=NC(NC1=C2C(=NC3=C1CCC3)C3(CC2)CC3)=O)F